(S)-3-(1-Acryloylpyrrolidin-3-yl)-7-amino-1-(4-(2,3-difluorophenoxy)phenyl)-1,5-dihydro-4H-pyrazolo[3,4-d]pyridazin-4-on C(C=C)(=O)N1C[C@H](CC1)C1=NN(C=2C(=NNC(C21)=O)N)C2=CC=C(C=C2)OC2=C(C(=CC=C2)F)F